tert-butyl (3-((3-(chlorocarbonyl)-2-oxoimidazolidin-1-yl)sulfonyl)propyl)carbamate ClC(=O)N1C(N(CC1)S(=O)(=O)CCCNC(OC(C)(C)C)=O)=O